C[C@@]1([C@@](O[C@@H]([C@H]1O)CO)(N1C=NC=2C(NC([C@@H](N)[C@H](O)C)=O)=NC=NC12)C(N)=O)O methyl-N6-threonyl-carbamoyl-adenosine